5-chloro-4-[(3s,5r)-3,5-dimethylmorpholin-4-yl]-2-(2-fluoro-4-pyridinyl)-1H-pyrimidin-6-one ClC1=C(N=C(NC1=O)C1=CC(=NC=C1)F)N1[C@H](COC[C@H]1C)C